C1(=CC=CC=C1)C1=CC(=CC(=C1)NC1=CC=C2C(=C1)N1C3=C2C=CC=C3C=3C=CC=CC13)C1=CC=CC=C1 N-([1,1':3',1''-terphenyl]-5'-yl)indolo[3,2,1-jk]carbazol-6-amine